CC1=CN=C(C=C1C=O)C(F)(F)F 5-methyl-2-(trifluoromethyl)isonicotinaldehyde